C(CCCCCCC\C=C/CCCCCCCC)(=O)OC[C@@H](OC(CCCCCCCCCCC(C(CCCC[C@@H]1SC[C@@H]2NC(=O)N[C@H]12)=O)N)=O)COP(=O)(O)OC[C@H](N)C(=O)O 1-oleoyl-2-(12-biotinyl-(aminododecanoyl))-sn-glycero-3-phospho-L-serine